(R)-5-formyl-2,2-dimethylpyrrolidine-1-carboxylic acid tert-butyl ester C(C)(C)(C)OC(=O)N1C(CC[C@@H]1C=O)(C)C